2-ethoxy-5-amino-N-(1-(3-methylphenyl)ethyl)nicotinamide C(C)OC1=C(C(=O)NC(C)C2=CC(=CC=C2)C)C=C(C=N1)N